The molecule is alpha-Neu5Ac-(2->8)-Neu5Ac in which the configuration at the anomeric carbon atom of the residue at the reducing end is beta. It has a role as an epitope. CC(=O)N[C@@H]1[C@H](C[C@](O[C@H]1[C@@H]([C@@H](CO)O[C@@]2(C[C@@H]([C@H]([C@@H](O2)[C@@H]([C@@H](CO)O)O)NC(=O)C)O)C(=O)O)O)(C(=O)O)O)O